ClC1=CC=C2C=C(C=NC2=C1)C(=O)N1C[C@]2(CC1)C=C(C(C(C2)(C)C)=O)C#N (5R)-2-(7-chloroquinoline-3-carbonyl)-9,9-dimethyl-8-oxo-2-azaspiro[4.5]dec-6-ene-7-carbonitrile